Triethylammonium 5-[[4-[2-Fluoro-4-[[1-[(3-Chlorophenyl)carbamoyl]cyclopropancarbonyl]amino]phenoxy]-6-methoxy-7-quinolyl]oxy]valerat FC1=C(OC2=CC=NC3=CC(=C(C=C23)OC)OCCCCC(=O)[O-])C=CC(=C1)NC(=O)C1(CC1)C(NC1=CC(=CC=C1)Cl)=O.C(C)[NH+](CC)CC